[O-]S(=O)(=O)C(F)(F)F.C(CCCCCC)[NH+]1CC(CCC1)C 1-heptyl-3-methylpiperidinium triflate